C(C)S(=O)(=O)NC=1C=CC(=NC1F)C1=C2C(=NC(=C1)NC(=O)C1CC1)NC=C2 N-(4-(5-(ethylsulfonylamino)-6-fluoropyridin-2-yl)-1H-pyrrolo[2,3-b]pyridin-6-yl)cyclopropylcarboxamide